CC1(C2=C(C=C3N=C4C=CC=CC4=C13)C(=C1C=CC(C=C12)C1=CC=CC=C1)C=1C=CC=2N(C3=CC=CC=C3C2C1)C1=CC=CC=C1)C 12,12-dimethyl-10-phenyl-7-(9-phenyl-9H-carbazol-3-yl)-10,12-dihydroindeno[2,1-b]carbazole